(5-methyloxazol-4-yl)(4-(5-phenyl-4,5-dihydro-1H-pyrazole-1-carbonyl)piperidin-1-yl)methanone CC1=C(N=CO1)C(=O)N1CCC(CC1)C(=O)N1N=CCC1C1=CC=CC=C1